Methyl 1-(6-bromo-7-fluoro-3-nitroquinolin-4-yl)-3-(pyridin-4-yl)cyclobutane-1-carboxylate BrC=1C=C2C(=C(C=NC2=CC1F)[N+](=O)[O-])C1(CC(C1)C1=CC=NC=C1)C(=O)OC